1-(3-amino-5-chloro-2-pyridyl)-4-methyl-piperidin-4-ol NC=1C(=NC=C(C1)Cl)N1CCC(CC1)(O)C